C(C1=CC=CC=C1)SC1=NC(=NC(=C1)C1=CC=C(C=C1)F)NC(C)(C)C 4-(benzylthio)-N-(tert-butyl)-6-(4-fluorophenyl)pyrimidin-2-amine